ClC1=CC=C(C=C1)C1=NN=C(O1)[C@@H]1CC[C@H](CO1)NC(COC=1C=NC(=NC1)Cl)=O N-[(3R,6S)-6-[5-(4-chlorophenyl)-1,3,4-oxadiazol-2-yl]oxan-3-yl]-2-[(2-chloropyrimidin-5-yl)oxy]acetamide